FC1=CC(=C(OC2=C(C(=O)NC3=CC(NC=C3)=O)C=C(C(=C2)C=C)C(F)(F)F)C=C1)C 2-(4-fluoro-2-methylphenoxy)-N-(2-oxo-1,2-dihydropyridin-4-yl)-5-(trifluoromethyl)-4-vinylbenzamide